C(C)OC(=O)C=1N=CSC1CCCOC1=C(C=C(C=C1)C#CCO)F 5-{3-[2-fluoro-4-(3-hydroxypropan-1-yn-1-yl)phenoxy]Propyl}-1,3-thiazole-4-carboxylic acid ethyl ester